10-methyl-1-decyl phosphate dibutylamine salt C(CCC)NCCCC.P(=O)(OCCCCCCCCCCC)(O)O